C(C1=CC=CC=C1)OC=1C(=CC=C2N=CC(=NC12)N[C@@H]1C[C@H](N(CC1)C(=O)OC(C)(C)C)C(=O)O)Br (2S,4S)-4-((8-(benzyloxy)-7-bromoquinoxaline-2-yl)amino)-1-(tert-butoxycarbonyl)piperidine-2-carboxylic acid